FC=1C(=NOC1CC(=O)O)OC1OCCCC1 2-(4-fluoro-3-tetrahydropyran-2-yloxy-isoxazol-5-yl)acetic acid